C(C)(=O)C=1C(=NC(=CC1)OC)OC 3-acetyl-2,6-dimethoxypyridine